C(C)N(CC)CCCOC(C(C(C(C(C(C(C(F)(F)F)(F)F)(F)F)(F)F)(F)F)(F)F)(F)F)=O perfluorohexyl-acetic acid-N,N-diethylaminopropyl ester